COCC1=C(C(=NC=C1)C)C(=O)OCC Ethyl 4-(methoxymethyl)-2-methylpyridine-3-carboxylate